2-(n-butylamino)pyridine C(CCC)NC1=NC=CC=C1